C(C)C1=C(CN(N(C1=O)C)C1=CC=C(C=C1)C#N)O 5-Ethyl-1-methyl-2-(4-cyanophenyl)-4-hydroxy-6-oxo-2,3-dihydropyridazine